NC1CC(CCC1)NC(OC(C)(C)C)=O Tert-butyl (3-aminocyclohexyl)carbamate